(S)-1-(4-nitrophenyl)ethanol [N+](=O)([O-])C1=CC=C(C=C1)[C@H](C)O